triethoxy(3-epoxypropyloxypropyl)silane tert-butyl-4-(2-benzylpyrimidin-5-yl)piperazine-1-carboxylate C(C)(C)(C)OC(=O)N1CCN(CC1)C=1C=NC(=NC1)CC1=CC=CC=C1.C(C)O[Si](C1(C(C)O1)OCCC)(OCC)OCC